COC1=NC=2C=CC=C(C2C=C1)N 2-methoxyquinolin-5-amine